N-{[4-(1-methyl-1H-indole-2-sulfonyl)phenyl]methyl}-1H-pyrazolo[3,4-b]pyridine-5-carboxamide CN1C(=CC2=CC=CC=C12)S(=O)(=O)C1=CC=C(C=C1)CNC(=O)C=1C=C2C(=NC1)NN=C2